S(=O)(=O)([O-])[O-].NC=1C=C(C=CC1)OB(O)O.[Na+].[Na+].NC=1C=C(C=CC1)OB(O)O sodium 3-aminophenylborate hemisulphate